S1C(=CC=C1)C(=O)Cl Thiophene-2-carbonyl chloride